N-(3-chloro-5-(methylsulfonamido)phenyl)-1-(2,2-dimethylpiperidin-4-yl)-1H-pyrazole-4-carboxamide ClC=1C=C(C=C(C1)NS(=O)(=O)C)NC(=O)C=1C=NN(C1)C1CC(NCC1)(C)C